2-(1-(pyrrolin-1-ylsulfonyl)ethyl)-10H-phenothiazine N1(C=CCC1)S(=O)(=O)C(C)C1=CC=2NC3=CC=CC=C3SC2C=C1